O=S1(NC2(CN(C2)C(=O)N2CC(C2)C23CC(C2)(C3)C3=C(C#N)C=C(C=C3)F)CC1)=O 2-[3-[1-(6,6-dioxo-6lambda6-thia-2,5-diazaspiro[3.4]octane-2-carbonyl)azetidin-3-yl]-1-bicyclo[1.1.1]pentanyl]-5-fluoro-benzonitrile